O[C@@H]1[C@H](O[C@@H]([C@H]([C@@H]1O)O)CO)OCCN(C(CN(CC(=O)NCCCCCNC(OCC1=CC=CC=C1)=O)CC(N(CCO[C@H]1O[C@@H]([C@H]([C@@H]([C@@H]1O)O)O)CO)CCOC1OC(C(C(C1O)O)O)CO)=O)=O)CCO[C@H]1O[C@@H]([C@H]([C@@H]([C@@H]1O)O)O)CO benzyl (5-(2-(bis(2-(bis(2-(((2S,3S,4S,5S,6R)-3,4,5-trihydroxy-6-(hydroxymethyl)tetrahydro-2H-pyran-2-yl)oxy)ethyl)amino)-2-oxoethyl)amino)acetamido) pentyl)carbamate